BrC1=C(C=C(C=C1)CN1[C@H]2CO[C@@H](C1)C2)F (1R,4R)-5-[(4-Bromo-3-fluoro-phenyl)methyl]-2-oxa-5-azabicyclo[2.2.1]heptane